4-(benzofuran-2-yl)but-3-en-2-one O1C(=CC2=C1C=CC=C2)C=CC(C)=O